ClC1=CC=C(C=C1)C1COC(O1)=O 5-(4-chlorophenyl)-1,3-dioxolan-2-one